C1(CCCCC1)[C@@H](C(=O)NC1=CC=C(C=C1)C=1C(=NNC1C)C)NC(=O)C=1N(C(=NC1)C)C N-[(1S)-1-cyclohexyl-2-[4-(3,5-dimethyl-1H-pyrazol-4-yl)anilino]-2-oxo-ethyl]-2,3-dimethyl-imidazole-4-carboxamide